(R)-1-(5-((tert-butyldimethylsilyl)oxy)-3-(difluoromethyl)-2-fluorophenyl)ethane [Si](C)(C)(C(C)(C)C)OC=1C=C(C(=C(C1)CC)F)C(F)F